((3-methylpyridin-2-yl)oxy)-2-(methylthio)benzonitrile CC=1C(=NC=CC1)OC=1C(=C(C#N)C=CC1)SC